3,3'-(1,1,3,3-tetramethyldisiloxane-1,3-diyl)dipropanal C[Si](O[Si](C)(C)CCC=O)(C)CCC=O